(5'S,7a'R)-1-([1,3]oxazolo[5,4-c]pyridin-2-yl)-5'-phenyltetrahydro-3'H-spiro[piperidine-4,2'-pyrrolo[2,1-b][1,3]oxazol]-3'-one N1=C(OC=2C=NC=CC21)N2CCC1(C(N3[C@H](O1)CC[C@H]3C3=CC=CC=C3)=O)CC2